FC1=C(C(=O)N[C@H](C)C=2C=NC(=NC2)C)C=C(C=C1C=1SC(=CN1)C)OC[C@H]1CNCCO1 2-fluoro-N-((R)-1-(2-methylpyrimidin-5-yl)ethyl)-3-(5-methylthiazol-2-yl)-5-(((R)-morpholin-2-yl)methoxy)benzamide